2-(2-(4-(4-(2-chloro-5-fluorophenoxy)piperidin-1-yl)-2-methoxybenzoyl)hydrazinyl)-2-oxoethyl acetate C(C)(=O)OCC(=O)NNC(C1=C(C=C(C=C1)N1CCC(CC1)OC1=C(C=CC(=C1)F)Cl)OC)=O